OC1(CCCCC1)C(=O)C1=CC=CC=C1 1-hydroxycyclohexyl-1-phenylmethanone